4-(ethylsulfanyl)-5-methyl-N-(3-(methylsulfonyl)phenyl)-2-(6-azaspiro[2.5]oct-6-yl)benzamide C(C)SC1=CC(=C(C(=O)NC2=CC(=CC=C2)S(=O)(=O)C)C=C1C)N1CCC2(CC2)CC1